C(=O)=C1N(CC2=C1C=NC=C2C#N)C=2C=NC(=CC2)N[C@@H]2C[C@H](CC2)NC2=NN1C(C=C(C=C1)C(F)(F)F)=N2 3-Carbonyl-2-(6-(((1S,3S)-3-((7-(trifluoromethyl)-[1,2,4]triazolo[1,5-a]pyridin-2-yl)amino)cyclopentyl)amino)pyridin-3-yl)-2,3-dihydro-1H-pyrrolo[3,4-c]pyridine-7-carbonitrile